2-bromo-6-chlorobenzoic acid BrC1=C(C(=O)O)C(=CC=C1)Cl